6-methoxy-5,6,7,8-tetrahydronaphthalen-2-amine COC1CC=2C=CC(=CC2CC1)N